BrC1=CC(=C(C=C1)C(=O)C1=CC=CC=C1)CCC1=CC=CC=C1 (4-bromo-2-phenethylphenyl)(phenyl)methanone